BrC(C(Br)(F)F)(F)F 1,2-Dibromotetrafluoroethane